N-(3-cyanooxetan-3-yl)-8-methoxy-3-[(2R)-2-methyl-2-[(1S)-2,2,2-trifluoro-1-hydroxy-ethyl]pyrrolidine-1-carbonyl]-1-(2-thienyl)-5,6-dihydropyrrolo[2,1-a]isoquinoline-9-carboxamide C(#N)C1(COC1)NC(=O)C1=C(C=C2CCN3C(C2=C1)=C(C=C3C(=O)N3[C@](CCC3)([C@@H](C(F)(F)F)O)C)C=3SC=CC3)OC